5-amino-N-(5-((4R,5R)-4-amino-5-fluoroazepan-1-yl)-1-methyl-1H-pyrazol-4-yl)-2-(2,6-difluorophenyl)thiazole-4-carboxamide tert-butyl-((8-bromooct-6-yn-1-yl)oxy)carbamate C(C)(C)(C)OC(NOCCCCCC#CCBr)=O.NC1=C(N=C(S1)C1=C(C=CC=C1F)F)C(=O)NC=1C=NN(C1N1CC[C@H]([C@@H](CC1)F)N)C